tert-butyl 4-(4-(2-amino-5-(3-chloro-2-(methoxycarbonyl)phenoxy)pyridin-4-yl)-1H-pyrazol-1-yl)piperidine-1-carboxylate NC1=NC=C(C(=C1)C=1C=NN(C1)C1CCN(CC1)C(=O)OC(C)(C)C)OC1=C(C(=CC=C1)Cl)C(=O)OC